(S)-8-chloro-6-(((1-cyclopropyl-1H-1,2,3-triazol-4-yl)(2-methylpyridin-3-yl)methyl)amino)-4-((5,6-difluoropyridin-3-yl)amino)quinoline-3-carbonitrile ClC=1C=C(C=C2C(=C(C=NC12)C#N)NC=1C=NC(=C(C1)F)F)N[C@@H](C=1C(=NC=CC1)C)C=1N=NN(C1)C1CC1